dioxo-1λ6-thiomorpholin O=S1(CCNCC1)=O